S(=O)(=O)([O-])S(=O)(=O)O.S(=O)(=O)(O)S(=O)O.[Na+] sodium metabisulfite (metabisulfate)